1-methyl-pentane-1,2,5-triol CC(C(CCCO)O)O